FC=1C(=NC(=CC1)C1=NN(C(=C1C(F)(F)F)C(NC1=CC(=NC=C1)C(F)(F)F)=O)C)NC(OC(C)(C)C)=O tert-butyl (3-fluoro-6-(1-methyl-4-(trifluoromethyl)-5-((2-(trifluoromethyl)pyridin-4-yl)carbamoyl)-1H-pyrazol-3-yl)pyridin-2-yl)carbamate